C(CC)C1=CC=C(CCC2=NC(=CC(=C2C2=CC=C(C=C2)C(F)(F)F)O)OCC2OCCCC2)C=C1 2-(4-propylphenethyl)-6-((tetrahydro-2H-pyran-2-yl)methoxy)-3-(4-(trifluoromethyl)phenyl)pyridin-4-ol